(1S,2S)-N-(8-amino-6-(2-methyl-5-oxopyrrolidin-1-yl)isoquinolin-3-yl)-2-fluorocyclopropanecarboxamide NC=1C=C(C=C2C=C(N=CC12)NC(=O)[C@H]1[C@H](C1)F)N1C(CCC1=O)C